2-(2-ethoxy-3-pyridinyl)-N-(imidazo[1,5-a]pyridin-5-ylmethyl)-5-isopropyl-7-methyl-imidazo[1,5-b]pyridazin-4-amine C(C)OC1=NC=CC=C1C=1C=C(C=2N(N1)C(=NC2C(C)C)C)NCC2=CC=CC=1N2C=NC1